C1(CC1)N1N=CC(=C1)[C@H]1CN(C[C@H](O1)C)C1=CC(=C2C(=N1)C=CS2)C2=C(C=C(C=C2)F)F (2S,6R)-2-(1-cyclopropyl-1H-pyrazol-4-yl)-4-(7-(2,4-difluorophenyl)thieno[3,2-b]pyridin-5-yl)-6-methyl-morpholine